(R)-2-amino-3-methoxypropan-1-ol N[C@H](CO)COC